(S)-2-(3-(2,3-difluorophenyl)-5-(3-fluoropyrrolidin-1-yl)thiophen-2-yl)benzoic acid FC1=C(C=CC=C1F)C1=C(SC(=C1)N1C[C@H](CC1)F)C1=C(C(=O)O)C=CC=C1